N-(2-amino-1-(3-chlorophenyl)ethyl)-1-(2-((4-fluoro-3-morpholinophenyl)amino)-5-methylpyrimidin-4-yl)-1H-imidazole-4-carboxamide NCC(C1=CC(=CC=C1)Cl)NC(=O)C=1N=CN(C1)C1=NC(=NC=C1C)NC1=CC(=C(C=C1)F)N1CCOCC1